OC(CS(=O)(=O)N(CC1=CC=C(C=C1)OC)CC1=CC=C(C=C1)OC)C 2-hydroxy-N,N-bis(4-methoxybenzyl)propane-1-sulfonamide